azelaoyl-bis[2-methyl-aziridine] C(CCCCCCCC(=O)N1C(C1)C)(=O)N1C(C1)C